(S)-6-(4-chlorophenyl)-N-(6,7-dihydro-5H-cyclopenta[b]pyridin-5-yl)-2-(1-methyl-1H-pyrazol-4-yl)-3-oxo-2,3-dihydropyridazine-4-carboxamide ClC1=CC=C(C=C1)C=1C=C(C(N(N1)C=1C=NN(C1)C)=O)C(=O)N[C@H]1CCC2=NC=CC=C21